[K+].[K+].C(=O)([O-])COC=1C=CC(=C(COCC2=C(C=CC(=C2)OCC(=O)[O-])[N+](=O)[O-])C1)[N+](=O)[O-] bis-(5-Carboxymethoxy-2-Nitrobenzyl)Ether, dipotassium salt